monochloro-acetic acid ClCC(=O)O